C(C)(C)(C)OC(NC1CCN(CC1)S(=O)(=O)C1=CC(=CC=C1)C(C(F)F)O)=O (1-((3-(2,2-difluoro-1-hydroxyethyl)phenyl)sulfonyl)piperidin-4-yl)carbamic acid tert-butyl ester